O(S(=O)(=O)C(F)(F)F)C1=NC(=C(C2=C1C=CS2)C2=C(C=C(C=C2)F)OC(C)C)C2=NN1C(CNCC1)=C2 [7-(4-fluoro-2-isopropoxy-phenyl)-6-(4,5,6,7-tetrahydropyrazolo[1,5-a]pyrazin-2-yl) thieno[3,2-c]pyridin-4-yl] triflate